4-bromo-N-((1S,2R)-2-(2,3-dihydro-1H-inden-4-yl)-1-(5-oxo-4,5-dihydro-1,3,4-oxadiazol-2-yl)propyl)-2-fluorobenzenesulfonamide BrC1=CC(=C(C=C1)S(=O)(=O)N[C@@H]([C@H](C)C1=C2CCCC2=CC=C1)C=1OC(NN1)=O)F